OCC1=C(C2=C(OCCO2)C=C1)N1CC(NCC1)CO 6-(hydroxymethyl)-5-(3-(hydroxymethyl)piperazin-1-yl)-2,3-dihydro-1,4-benzodioxine